C(C1=CC=CC=C1)N1CC2=C(CC1)N(N(C2=O)CC2=CC=C(C=C2)Cl)C 5-benzyl-2-(4-chlorobenzyl)-1-methyl-1,2,4,5,6,7-hexahydro-3H-pyrazolo[4,3-c]pyridin-3-one